Methyl 3-amino-4,5-dimethylbenzoate NC=1C=C(C(=O)OC)C=C(C1C)C